FC1=C(C=CC=C1)N1C[C@H](CC1)C1CC12NCCC(C2)C(=O)N [(R)-1-(2-fluorophenyl)pyrrolidin-3-yl]-4-azaspiro[2.5]octane-7-carboxamide